acryloxybutyl-trifluorosilane C(C=C)(=O)OCCCC[Si](F)(F)F